(2R,3S,4R,5S)-2-(6-Aminopurin-9-yl)-4,5-difluoro-5-(hydroxymethyl)oxolan-3-ol NC1=C2N=CN(C2=NC=N1)[C@@H]1O[C@@]([C@@H]([C@H]1O)F)(CO)F